2-(2-hydroxyphenylamino)-1,4-naphthoquinone OC1=C(C=CC=C1)NC=1C(C2=CC=CC=C2C(C1)=O)=O